C1(CC1)CC1=NOC(=C1)CC=1C=NN(N1)C 5-((3-(cyclopropylmethyl)isoxazol-5-yl)methyl)-2-methyl-2H-1,2,3-triazol